CC1=CNC2=CC=C(C=C12)C 3,5-dimethyl-1H-indol